OCC[N+](C(CCOCCCCCCCCCCCC)O)(CCO)[O-] bis(2-hydroxyethyl)-3-dodecyloxy-1-hydroxypropylamine oxide